C[C@]1(O[C@H]1C1=CC=CC=C1)C(=O)O (2R,3S)-2-methyl-3-phenyloxirane-2-carboxylic acid